CN(CCC=1SC2=C(N1)C=C(C=C2)C2=NCC(CC2)C)C N,N-dimethyl-2-(5-(5-methyl-3,4,5,6-tetrahydropyridin-2-yl)benzo[d]thiazol-2-yl)ethanamine